(S)-4-(3-(chroman-4-ylcarbamoyl)-4-(dimethylamino)quinolin-8-yl)-3,6-dihydropyridine-1(2H)-carboxylic acid tert-butyl ester C(C)(C)(C)OC(=O)N1CCC(=CC1)C=1C=CC=C2C(=C(C=NC12)C(N[C@H]1CCOC2=CC=CC=C12)=O)N(C)C